Sulfanyl-propionic acid 2-ethylhexyl ester C(C)C(COC(C(C)S)=O)CCCC